[N+](=O)([O-])C([N+](=O)[O-])([N+](=O)[O-])[N+](=O)[O-] Tetra-Nitro-Methane